3-[2-(2-fluoro-4-methyl-phenyl)ethyl]azetidine FC1=C(C=CC(=C1)C)CCC1CNC1